C(C)(=O)C1=NN(C2=CC=C(C=C12)C=1C=NC(=NC1)NC1CC1)CC(=O)N1[C@@H](C[C@H](C1)F)C(=O)NC1=NC(=CC=C1)Br (2S,4R)-1-(2-(3-Acetyl-5-(2-(cyclopropylamino)pyrimidin-5-yl)-1H-indazol-1-yl)acetyl)N-(6-bromopyridin-2-yl)-4-fluoropyrrolidine-2-carboxamide